4-(6-(difluoromethyl)pyridin-3-yl)-1-(3-(pyridin-4-yl)bicyclo[1.1.1]pentan-1-yl)piperidin-2-one FC(C1=CC=C(C=N1)C1CC(N(CC1)C12CC(C1)(C2)C2=CC=NC=C2)=O)F